2-(2,6-dioxopiperidin-3-yl)-4-(piperidin-4-yl)-2,3-dihydro-1H-isoindole-1,3-dione O=C1NC(CCC1N1C(C2=CC=CC(=C2C1=O)C1CCNCC1)=O)=O